(R)-5-cyano-2-(4,4-difluoroazepan-1-yl)-4-methyl-N-(3-(S-methylsulfonimidoyl)phenyl)nicotinamide C(#N)C=1C=NC(=C(C(=O)NC2=CC(=CC=C2)[S@@](=O)(=N)C)C1C)N1CCC(CCC1)(F)F